12-amino-4,7,10-trioxododecanoic acid NCCC(CCC(CCC(CCC(=O)O)=O)=O)=O